ClC1=CC(=C(C=N1)N)NCC=1N=C2N(C=C(C=C2)C2CC2)C1 6-chloro-N4-((6-cyclopropylimidazo[1,2-a]pyridin-2-yl)methyl)pyridine-3,4-diamine